1-(2-fluorobenzyl)-1H-indole-3-carbaldehyde FC1=C(CN2C=C(C3=CC=CC=C23)C=O)C=CC=C1